ethyl 6-fluoro-1,1-dioxo-1λ6-benzo[d][1,2]thiazole-3-carboxylate FC1=CC2=C(C(=NS2(=O)=O)C(=O)OCC)C=C1